1-(3-((1-((2-oxabicyclo[2.1.1]hex-4-yl)methyl)-5-methyl-4-nitro-1H-pyrazol-3-yl)oxy)propyl)-3,6-dichloro-1H-pyrazolo[3,4-d]pyrimidine C12OCC(C1)(C2)CN2N=C(C(=C2C)[N+](=O)[O-])OCCCN2N=C(C=1C2=NC(=NC1)Cl)Cl